C(C)(C)C1=CC=C(C=N1)C=1N=C2N(C=CC=C2)C1CN1C2CN(C(C1)CC2)C(=O)C2=NC(=CC=C2)OC racemic-(5-{[2-(6-isopropylpyridin-3-yl)imidazo[1,2-a]pyridin-3-yl]methyl}-2,5-diazabicyclo[2.2.2]oct-2-yl)(6-methoxypyridin-2-yl)methanone